ClC1=CC(=C2CN(C(C2=C1)=O)C1C(NC(CC1)=O)=O)N(C)C 3-(6-chloro-4-(dimethylamino)-1-oxoisoindolin-2-yl)piperidine-2,6-dione